(E)-2-(2-(1-benzyl-1H-1,2,3-triazol-4-yl)naphthalen-1-yl)-3-methylcyclohex-2-en-1-one-O-methyloxime CO\N=C/1\C(=C(CCC1)C)C1=C(C=CC2=CC=CC=C12)C=1N=NN(C1)CC1=CC=CC=C1